ClCCCOC1=CC(=CC(=C1)C(F)(F)F)C(F)(F)F 1-(3-chloropropoxy)-3,5-bis(trifluoromethyl)benzene